4-(5-Cyano-2-methoxyphenyl)-6-methyl-N-(5-(piperidin-1-ylsulfonyl)-5,6-dihydro-4H-pyrrolo[3,4-d]thiazol-2-yl)nicotinamide C(#N)C=1C=CC(=C(C1)C1=CC(=NC=C1C(=O)NC=1SC2=C(N1)CN(C2)S(=O)(=O)N2CCCCC2)C)OC